7-nitro-4-(piperidin-1-yl-methyl)quinolin-8-ol [N+](=O)([O-])C1=CC=C2C(=CC=NC2=C1O)CN1CCCCC1